3-amino-4-(7-fluoro-1H-indazol-4-yl)-6-((1r,3r)-3-methoxycyclobutoxy)-1,7-phenanthrolin-2(1H)-one NC=1C(NC2=C3C=CC=NC3=C(C=C2C1C1=C2C=NNC2=C(C=C1)F)OC1CC(C1)OC)=O